7-Bromo-1-methyl-1,3,4,5-tetrahydro-2H-benzo[b]azepine-2-one BrC1=CC2=C(N(C(CCC2)=O)C)C=C1